tert-butyl 6-(2-(2-(((benzyloxy)carbonyl)amino)ethoxy)benzylidene)-2-azaspiro[3.3]heptane-2-carboxylate C(C1=CC=CC=C1)OC(=O)NCCOC1=C(C=C2CC3(CN(C3)C(=O)OC(C)(C)C)C2)C=CC=C1